NC1=C(C=C(C(=C1)O[Si](C(C)C)(C(C)C)C(C)C)OC)C(=O)N1[C@@H](CC(=C1)C1=CC=C(C=C1)C1CCOCC1)CO[Si](C)(C)C(C)(C)C (S)-(2-Amino-5-methoxy-4-((triisopropylsilyl)oxy)phenyl)(2-(((tert-butyldimethylsilyl)oxy)methyl)-4-(4-(tetrahydro-2H-pyran-4-yl)phenyl)-2,3-dihydro-1H-pyrrol-1-yl)methanone